2,3-dimethyl-4-[4-(5-methyl-3-phenyl-1H-pyrazol-4-yl)phenyl]benzonitrile CC1=C(C#N)C=CC(=C1C)C1=CC=C(C=C1)C=1C(=NNC1C)C1=CC=CC=C1